(R)-3-chloro-4-((3,5-difluoropyridine-2-yl)methoxy-d2)-2'-(3-(ethylsulfonyl)-1H-pyrazol-1-yl)-5',6-dimethyl-2H-[1,4'-Bipyridyl]-2-one ClC=1C(N(C(=CC1OC([2H])([2H])C1=NC=C(C=C1F)F)C)C1=CC(=NC=C1C)N1N=C(C=C1)S(=O)(=O)CC)=O